C(=C)C1CC2C(CC1)O2 1,2-Epoxy-4-vinylcyclohexane